C(C)(C)(C)OC(=O)N1CCN(CC1)C(CC1(CCN(CC1)C1=C(C=C(C=C1)[N+](=O)[O-])C(F)(F)F)O)=O.ClC1=C(C(=O)NC=2C(=NC(=CC2C)Cl)Cl)C=CC=N1 2-chloro-N-(2,6-dichloro-4-methylpyridin-3-yl)nicotinamide tert-butyl-4-[2-[4-hydroxy-1-[4-nitro-2-(trifluoromethyl)phenyl]-4-piperidyl]acetyl]piperazine-1-carboxylate